N-[(2S,3R)-2-[(2,3'-difluoro[1,1'-biphenyl]-3-yl)methyl]-1-(3,3-difluorocyclobutane-1-carbonyl)-4,4-difluoropyrrolidin-3-yl]-ethanesulfonamide FC1=C(C=CC=C1C[C@@H]1N(CC([C@@H]1NS(=O)(=O)CC)(F)F)C(=O)C1CC(C1)(F)F)C1=CC(=CC=C1)F